(2-amino-6-(1H-indol-6-yl)imidazo[1,2-a]pyridin-3-yl)((1s,2s)-2-fluorocyclopropyl)methanone NC=1N=C2N(C=C(C=C2)C2=CC=C3C=CNC3=C2)C1C(=O)[C@H]1[C@H](C1)F